C(C1=CC=CC=C1)(=O)C1=CC=C(C(=O)N[C@H]2[C@@H](CCC2)NC(=O)C2=CC=NC=C2)C=C1 N-[(1R,2R)-2-(4-benzoylbenzamido)cyclopentyl]pyridine-4-carboxamide